6,7-dimethoxy-2-methylpyrido[2,3-d]pyrimidin-4-ol COC1=CC2=C(N=C(N=C2O)C)N=C1OC